cyano-N-((1,2,3,5,6,7-hexahydro-s-indacen-4-yl)carbamoyl)-5-(2-hydroxypropan-2-yl)thiophene-2-sulfonimidamide C(#N)C1=C(SC(=C1)C(C)(C)O)S(=O)(NC(NC1=C2CCCC2=CC=2CCCC12)=O)=N